(S)-1-(2-((1-((3-chloro-2-fluorophenylmethyl)amino)-4-(methylthio)-1-oxobut-2-yl)amino)-2-oxoethyl)-1H-indazole-3-carboxamide ClC=1C(=C(C=CC1)CNC([C@H](CCSC)NC(CN1N=C(C2=CC=CC=C12)C(=O)N)=O)=O)F